4,4-Dimethyl-2-undecyl-2-oxazoline CC1(N=C(OC1)CCCCCCCCCCC)C